[NH+]12C#CC(CC1)CC2 1-azabicyclo[2.2.2]octynium